O=C1NC(CCC1C1=CC=C(C=C1)N1CCC(CC1)CCC=O)=O 3-[1-[4-(2,6-dioxo-3-piperidyl)phenyl]-4-piperidyl]propanal